O=C1N(C=CC=C1)CC(C1=CC=CC=C1)C1=CC(=NC=C1)C(=O)N 4-((2-oxopyridin-1(2H)-yl)methylbenzyl)pyridinecarboxamide